COC1=CC=C(C=C1)N(C(C(=O)OCC)C(C)=O)C Ethyl 2-((4-methoxyphenyl) (methyl) amino)-3-oxobutyrate